CC1N=C(OC1)C1=CC=CC=C1 4-methyl-2-phenyl-4,5-dihydrooxazole